FC(CCC(F)(F)F)(F)F 1,1,1,4,4,4-hexafluoro-n-butane